O1N=C(C2=C1C=CC=C2)C2=NC1=C([SiH2]C3=C1C=CC=C3)C=C2 azabenzofuranyl-Azadibenzosilol